Tert-butyl (1S,2S,5R)-2-(((tert-butyldimethylsilyl)oxy)methyl)-3,8-diazabicyclo[3.2.1]octane-8-carboxylate [Si](C)(C)(C(C)(C)C)OC[C@@H]1[C@@H]2CC[C@H](CN1)N2C(=O)OC(C)(C)C